methyl N-[5-[6-[(4-fluoro-3-methoxy-phenyl)-[(1-methylpyrazol-4-yl)methyl]carbamoyl]imidazo[1,2-a]pyridin-3-yl]-2-pyridyl]carbamate FC1=C(C=C(C=C1)N(C(=O)C=1C=CC=2N(C1)C(=CN2)C=2C=CC(=NC2)NC(OC)=O)CC=2C=NN(C2)C)OC